ClC1=C(C=CC(=C1)F)C1=NOC(=N1)C1CCN(CC1)C(CC1=NC(=NO1)C)=O 1-(4-(3-(2-chloro-4-fluorophenyl)-1,2,4-oxadiazol-5-yl)piperidin-1-yl)-2-(3-methyl-1,2,4-oxadiazol-5-yl)ethan-1-one